Imidazole-5-carboxamidine N1C=NC=C1C(=N)N